4-(2-(2-Chlorophenyl)-6,8-dioxo-5,7-diazaspiro[3.4]octan-7-yl)isoquinoline-6-carboxylic acid ClC1=C(C=CC=C1)C1CC2(C1)NC(N(C2=O)C2=CN=CC1=CC=C(C=C21)C(=O)O)=O